ClC=1N=C(N2C1C(=CC(=C2)S(NC2(CC2)C)(=O)=O)N2CC1(C2)CN(CC1)C(=O)OC(C)(C)C)C=1SC(=NN1)C(F)F tert-butyl 2-(1-chloro-3-(5-(difluoromethyl)-1,3,4-thiadiazol-2-yl)-6-(N-(1-methylcyclopropyl)sulfamoyl)imidazo[1,5-a]pyridin-8-yl)-2,6-diazaspiro[3.4]octane-6-carboxylate